methyl 4-((1-cyclopropylpiperidin-4-yl) amino)-1-(1-(difluoromethyl) cyclopropyl)-6-oxo-1,6-dihydropyridine-3-carboxylate C1(CC1)N1CCC(CC1)NC=1C(=CN(C(C1)=O)C1(CC1)C(F)F)C(=O)OC